phenyl (4-((4-phenylthiazol-2-yl)amino)phenyl)carbamate C1(=CC=CC=C1)C=1N=C(SC1)NC1=CC=C(C=C1)NC(OC1=CC=CC=C1)=O